3-(6-(4-((R)-4-((1r,4r)-4-(3-bromo-2-methylphenoxy)cyclohexyl)-3-methylbutyl)piperazin-1-yl)-1-methyl-1H-indazol-3-yl)piperidine-2,6-dione BrC=1C(=C(OC2CCC(CC2)C[C@H](CCN2CCN(CC2)C2=CC=C3C(=NN(C3=C2)C)C2C(NC(CC2)=O)=O)C)C=CC1)C